2-(2-chlorophenyl)-4-(4-chlorophenyl)-5-(pyridin-3-ylmethyl)-1H-pyrazolo[4,3-c]pyridine-3,6(2h,5h)-dione ClC1=C(C=CC=C1)N1NC=2C(=C(N(C(C2)=O)CC=2C=NC=CC2)C2=CC=C(C=C2)Cl)C1=O